(S)-ethyl 2-((3-((tert-butyldimethylsilyl)oxy)phenyl)((3,4,5-trimethoxyphenyl)amino)methyl)acrylate [Si](C)(C)(C(C)(C)C)OC=1C=C(C=CC1)[C@@H](C(C(=O)OCC)=C)NC1=CC(=C(C(=C1)OC)OC)OC